C(#N)[C@H]1N([C@H]2C[C@H]2C1)C(CC1=NC2=CC=C(C=C2C(=C1)C(=O)N)OC1CCC(CC1)(F)F)=O (2-((1S,3S,5S)-3-cyano-2-azabicyclo[3.1.0]hex-2-yl)-2-oxoethyl)-6-((4,4-difluorocyclohexyl)oxy)quinoline-4-carboxamide